BrC1=CC=C(S1)C[C@@]1(NCCC1)C(=O)O α-(5-bromo-2-thiophenylmethyl)-proline